[Br].CN1C=NC=C1 3-methylimidazole bromine salt